1,4-dimethyl-1,3-cyclopentadiene CC1=CC=C(C1)C